FC1=CC=CC=2C3=C(N=C(C12)N1CCCC2=C(C=NC=C12)C#CC(C#N)(C)C)N=NN3C 4-(1-(6-fluoro-1-methyl-1H-[1,2,3]triazolo[4,5-c]isoquinolin-5-yl)-1,2,3,4-tetrahydro-1,7-naphthyridin-5-yl)-2,2-dimethylbut-3-ynenitrile